3-Chloro-2-fluorophenylalanine hydrochloride Cl.ClC=1C(=C(C[C@H](N)C(=O)O)C=CC1)F